methylbenzene-1,3-diol CC1=C(C=CC=C1O)O